1-(2-((2-chloro-4-fluorophenyl)amino)-5-methoxy-pyrimidin-4-yl)-N-(2-hydroxy-1-phenylethyl)-1H-pyrrole-3-carboxamide ClC1=C(C=CC(=C1)F)NC1=NC=C(C(=N1)N1C=C(C=C1)C(=O)NC(CO)C1=CC=CC=C1)OC